[Ir].C(C)(C)(C)OC(=O)NC=1SC=CN1 2-((t-butoxycarbonyl)amino)thiazol Iridium